N-{2-[2,6-bis(benzyloxy)pyridin-3-yl]-1-oxo-3H-isoindol-4-yl}-2,4-dinitrobenzenesulfonamide C(C1=CC=CC=C1)OC1=NC(=CC=C1N1C(C2=CC=CC(=C2C1)NS(=O)(=O)C1=C(C=C(C=C1)[N+](=O)[O-])[N+](=O)[O-])=O)OCC1=CC=CC=C1